OC(=C(C(=O)OC(C)(C)C1CN(CCO1)C=1C=NC(=CC1)N)OC)C1=CC=CC=C1 2-(4-(6-aminopyridin-3-yl)morpholin-2-yl)propan-2-ol Oxyl-methoxycinnamate